COC1=CC(=C(C=C1)C=1C=NC=2CCN(CC2C1)C1=NC=2N(C=C1C)C(NN2)=O)C 7-(3-(4-Methoxy-2-methylphenyl)-7,8-dihydro-1,6-naphthyridin-6(5H)-yl)-6-methyl-[1,2,4]triazolo[4,3-a]pyrimidin-3(2H)-one